C(CS(=O)(=O)[O-])S(=O)(=O)[O-] ethylenedisulfonic acid anion